3,7,11,15-tetramethylhexadecan CC(CC)CCCC(CCCC(CCCC(C)C)C)C